4-bromo-5,6,7,8-tetrahydrophenanthren-2-ol BrC1=CC(=CC2=CC=C3CCCCC3=C12)O